Tert-butyl (S,Z)-(((tert-butoxycarbonyl)amino)(2-(3-(4-(4-(tert-butyl)phenethyl)-3-(trifluoromethyl)phenyl)-1,2,4-oxadiazol-5-yl)pyrrolidin-1-yl)methylene)carbamate C(C)(C)(C)OC(=O)N/C(/N1[C@@H](CCC1)C1=NC(=NO1)C1=CC(=C(C=C1)CCC1=CC=C(C=C1)C(C)(C)C)C(F)(F)F)=N/C(OC(C)(C)C)=O